COCC(C)OC1=CC(=C2C(=CC(OC2=C1)=O)C1=C(C=CC=C1)C)C 7-((1-methoxypropan-2-yl)oxy)-5-methyl-4-(o-tolyl)-2H-chromen-2-one